ClC1=CN(C2=NC=CC(=C21)OC2=C(C=C(C=C2F)NC(=S)NC[C@H](CO)O)F)COCC[Si](C)(C)C |r| (+/-)-N-{4-[(3-chloro-1-{[2-(trimethylsilyl)ethoxy]methyl}-1H-pyrrolo[2,3-b]pyridin-4-yl)oxy]-3,5-difluorophenyl}-3-(2,3-dihydroxypropyl)thiourea